(9aR)-8-(2-(2-fluoro-3-methoxyphenyl)propyl)-9-oxooctahydro-2H-pyrazino[1,2-a]pyrazine-2-carbonitrile FC1=C(C=CC=C1OC)C(CN1C([C@@H]2N(CCN(C2)C#N)CC1)=O)C